Cl.CC(CCOC([C@@H](N)C)=O)(C)C l-alanine 3,3-dimethylbutyl ester hydrochloride